OCCOCCNC=C1C(CC(CC1=O)C1=CC=CC=C1)=O 2-(((2-(2-hydroxyethoxy)ethyl)amino)methylene)-5-phenylcyclohexane-1,3-dione